4-[2-(4-aminopiperidin-1-yl)-5-[1-(difluoromethyl)benzimidazol-5-yl]pyrimidin-4-yl]benzonitrile NC1CCN(CC1)C1=NC=C(C(=N1)C1=CC=C(C#N)C=C1)C1=CC2=C(N(C=N2)C(F)F)C=C1